BrC=1C(=NC(=NC1)NC=1C(=NN(C1)C1CCN(CC1)C)C)NCCCN1C(C(C1)(C)C)=O 1-(3-((5-bromo-2-((3-methyl-1-(1-methylpiperidin-4-yl)-1H-pyrazol-4-yl)amino)pyrimidin-4-yl)amino)propyl)-3,3-dimethylazetidin-2-one